4-[(R)-(5-chloro-2-pyridyl)-tetrahydropyran-4-yl-methyl]piperidin-4-ol ClC=1C=CC(=NC1)[C@H](C1(CCNCC1)O)C1CCOCC1